C(C)(C)(C)OC(N[C@H](C(=O)NC1=CC=C(C=C1)C1=CC(=C(C=C1)Cl)Cl)CCCC)=O (S)-(1-((3',4'-dichloro-[1,1'-biphenyl]-4-yl)amino)-1-oxohex-2-yl)carbamic acid tert-butyl ester